[Al].[Cu].[Ag].[Sn] tin silver copper aluminum